NC1=C(OCCCCCCCOC2=C(C=CC=C2)N)C=CC=C1 1,7-bis(2-aminophenoxy)heptane